(5R,8S)-N-(4,5-dichloro-2-methoxyphenyl)-1-fluoro-6,7,8,9-tetrahydro-5H-5,8-epiminocyclohepta[c]pyridine-10-carboxamide ClC1=CC(=C(C=C1Cl)NC(=O)N1[C@@H]2CC[C@H]1CC=1C(=NC=CC12)F)OC